C(C)OC(=O)C1CN(C2=CC=CC=C12)C1=C(C=CC=C1)C (o-tolyl)indoline-3-carboxylic acid ethyl ester